N1=CN=C(C2=C1CCNC2)O 5,6,7,8-tetrahydropyrido[4,3-d]pyrimidin-4-ol